4-(5-acetamido-2H-indazol-2-yl)picolinic acid C(C)(=O)NC1=CC2=CN(N=C2C=C1)C1=CC(=NC=C1)C(=O)O